ClC=1C(=CC(=C(C1)CNCC(C(=O)O)(C)C)OCC=1C=NC=C(C1)C#N)O[C@H]1CCC2=C(C=CC=C12)C1=CC=CC=C1 3-[[5-chloro-2-[(5-cyano-3-pyridinyl)methoxy]-4-[(1S)-4-phenylindan-1-yl]oxy-phenyl]methylamino]-2,2-dimethylpropanoic acid